(R)-N-(2-(4-Cyanothiazolidin-3-yl)-2-oxoethyl)-6-(3-(2-fluoroethyl)-azetidin-1-yl)quinoline-4-carboxamide C(#N)[C@H]1N(CSC1)C(CNC(=O)C1=CC=NC2=CC=C(C=C12)N1CC(C1)CCF)=O